O1CN=C2C1=CC=N2 pyrrolo[2,3-d]oxazole